FC1=CC=C(C=C1)C1SCC(N1C1=C(C=C(C(=O)[O-])C=C1)C)=O 4-[2-(4-fluorophenyl)-4-oxo-1,3-thiazolidin-3-yl]-3-methylbenzoate